N-[6-(5-fluoro-3-pyridyl)-2-(trifluoromethyl)-3-pyridyl]-1,1-dioxo-1,3-thiazolidine-3-carboxamide FC=1C=C(C=NC1)C1=CC=C(C(=N1)C(F)(F)F)NC(=O)N1CS(CC1)(=O)=O